(R)-N-((S*)-1-(4-cyanothiophen-2-yl)ethyl)-2-methylpropane-2-sulfinamide C(#N)C=1C=C(SC1)[C@H](C)N[S@](=O)C(C)(C)C |o1:7|